ClC1CCC=2C1=NC=C(C2)F 7-chloro-3-fluoro-6,7-dihydro-5H-cyclopenta[b]pyridine